4-caffeoyl-coa C(\C=C\C1=CC(O)=C(O)C=C1)(=O)C12N=CN=C(C2=NCN1[C@H]1[C@H](O)[C@H](OP(=O)(O)O)[C@@H](COP(=O)(O)OP(=O)(O)OCC(C)(C)[C@@H](O)C(=O)NCCC(=O)NCCS)O1)N